ClC1=C(C(=O)O)C(=CC(=C1)N)Cl 2,6-dichloro-4-aminobenzoic acid